CC1=CC=C(C=C1)S(=O)(=O)OC1=C(C=CC=C1)NC(=O)NC1=C(C=CC=C1)OS(=O)(=O)C1=CC=C(C)C=C1 N,N'-bis-[2-(p-toluenesulfonyloxy)phenyl]urea